C[C@@H]1[C@H](C1)NC(=O)C1=CC2=C(N=C(S2)N2C[C@H](NCC2)C)S1 N-[(1S,2S)-2-methylcyclopropyl]-2-[(3R)-3-methylpiperazin-1-yl]thieno[2,3-d]thiazole-5-carboxamide